bromo-2-(2-chloro-6-fluorophenyl)-7-fluoro-4-isopropyl-2H-benzo[b][1,4]Oxazine BrC1(CN(C2=C(O1)C=C(C=C2)F)C(C)C)C2=C(C=CC=C2F)Cl